methyl N-[[5-[1-[2,6-difluoro-4-(1-methylethoxy)phenyl]-1H-pyrazol-3-yl]-2-methylphenyl]methyl]carbamate FC1=C(C(=CC(=C1)OC(C)C)F)N1N=C(C=C1)C=1C=CC(=C(C1)CNC(OC)=O)C